(1-(2-(Dimethylamino)ethyl)-6-(3-methoxy-1H-pyrazol-4-yl)-1H-indazol-3-yl)(7-fluoro-2,3,4,5-tetrahydrobenzo[b]oxepin-4-yl)methanone CN(CCN1N=C(C2=CC=C(C=C12)C=1C(=NNC1)OC)C(=O)C1CC2=C(OCC1)C=CC(=C2)F)C